2-(1-(4-amino-3-(4-isopropylphenyl)-1H-pyrazolo[3,4-d]pyrimidin-1-yl)ethyl)-3-cyclopentyl-5-fluoroquinazolin-4(3H)-one NC1=C2C(=NC=N1)N(N=C2C2=CC=C(C=C2)C(C)C)C(C)C2=NC1=CC=CC(=C1C(N2C2CCCC2)=O)F